Ethylamino-tyrosine C(C)NN[C@@H](CC1=CC=C(C=C1)O)C(=O)O